8-(1-(2,2-difluoroethyl)-5-methoxy-1H-pyrazolo[3,4-b]pyrazin-6-yl)-2-(6-(trifluoromethyl)pyridin-3-yl)-2,8-diazaspiro[4.5]decan-3-one FC(CN1N=CC=2C1=NC(=C(N2)OC)N2CCC1(CC(N(C1)C=1C=NC(=CC1)C(F)(F)F)=O)CC2)F